5-amino-N'-methyl-N'-(Pyrimidin-2-yl)-N-((5-(trifluoromethyl)pyridin-2-yl)methyl)benzo[c][2,7]naphthyridine-9-carbohydrazide NC1=NC2=C(C3=CC=NC=C13)C=C(C=C2)C(=O)N(N(C2=NC=CC=N2)C)CC2=NC=C(C=C2)C(F)(F)F